5-(4-(3-(5-ethyl-6-methoxypyridin-2-yl)cyclopentyl)piperazin-1-yl)-N-methylpicolinamide C(C)C=1C=CC(=NC1OC)C1CC(CC1)N1CCN(CC1)C=1C=CC(=NC1)C(=O)NC